(1S,3S,4S,5R)-5-hydroxy-2-[(1R)-1-phenylethyl]-2-azabicyclo[2.2.1]heptane-3-carboxylic acid ethyl ester C(C)OC(=O)[C@H]1N([C@@H]2C[C@H]([C@H]1C2)O)[C@H](C)C2=CC=CC=C2